hexaphenyldimethylcyclotetrasiloxane C1(=CC=CC=C1)[Si]1(O[Si](O[Si](O[Si](O1)(C)C)(C1=CC=CC=C1)C1=CC=CC=C1)(C1=CC=CC=C1)C1=CC=CC=C1)C1=CC=CC=C1